C(CCCCCCCCCCCCCCCC)(=O)OCCCCCCCCCCCCCCC pentadecyl margarate